ClC1=CC=C(C=C1)C1(C(=O)N)CC=C(C(=O)N(C2=CC(=C(C(=C2)OC)OC)OC)CC2=CC=C(C=C2)OC)C=C1 1-(4-chlorophenyl)-N4-(4-methoxybenzyl)-N4-(3,4,5-trimethoxyphenyl)terephthalamide